2-[(3R,5S)-3,5-dimethylpiperazin-1-yl]-5-fluoro-1,3-benzothiazole C[C@@H]1CN(C[C@@H](N1)C)C=1SC2=C(N1)C=C(C=C2)F